[Te-2].[Ag+].[Au+3].[Te-2] Gold silver telluride